tert-butyl (4-cyclohexylbenzyl)(1-(4-methoxybenzyl)-1H-indazol-5-yl)carbamate C1(CCCCC1)C1=CC=C(CN(C(OC(C)(C)C)=O)C=2C=C3C=NN(C3=CC2)CC2=CC=C(C=C2)OC)C=C1